(6-([1,1'-biphenyl]-4-yl)naphthalen-2-yl)boric acid C1(=CC=C(C=C1)C=1C=C2C=CC(=CC2=CC1)OB(O)O)C1=CC=CC=C1